C(CCCCCCC)C(C(=O)[O-])S.C(CCCCCCC)C(C(=O)[O-])S.C[Sn+2]C dimethyltin bis(octyl thioglycolate)